5-[4-amino-5-(trifluoromethyl)pyrrolo[2,1-f][1,2,4]triazin-7-yl]-2-methoxy-N-(3-phenylbutyl)benzamide tert-butyl-(2-((3-amino-4-methoxybenzo[d]isoxazol-6-yl)methoxy)ethyl)carbamate C(C)(C)(C)N(C(O)=O)CCOCC1=CC2=C(C(=NO2)N)C(=C1)OC.NC1=NC=NN2C1=C(C=C2C=2C=CC(=C(C(=O)NCCC(C)C1=CC=CC=C1)C2)OC)C(F)(F)F